2-(3,4-dihydro-2H-pyrrolo[3',2':5,6]pyrido[2,3-b][1,4]oxazepin-1(7H)-yl)-N-((4-((((1s,3s)-3-methoxycyclobutyl)methyl)amino)-3-nitrophenyl)sulfonyl)benzamide N1(C2=C(OCCC1)N=C1C(=C2)C=CN1)C1=C(C(=O)NS(=O)(=O)C2=CC(=C(C=C2)NCC2CC(C2)OC)[N+](=O)[O-])C=CC=C1